1-benzyl-N-(5-hydroxypyridin-2-yl)piperidine-4-sulfonamide tert-butyl-(2-((3-(benzylamino)-4-(cyclohexylamino)phenyl)sulfonamido)ethyl)carbamate C(C)(C)(C)N(C(O)=O)CCNS(=O)(=O)C1=CC(=C(C=C1)NC1CCCCC1)NCC1=CC=CC=C1.C(C1=CC=CC=C1)N1CCC(CC1)S(=O)(=O)NC1=NC=C(C=C1)O